O1C=C(C=C1)C=1N=C(C2=C(N1)SC(=C2)C)NCCCC2=CC=C(C=C2)C2=CC(=CC=C2)C#N 4'-(3-([2-(furan-3-yl)-6-methylthieno[2,3-d]pyrimidin-4-yl]amino)propyl)-[1,1'-biphenyl]-3-carbonitrile